perfluorobutane FC(C(C(C(F)(F)F)(F)F)(F)F)(F)F